palmitoyl-oxoadenine C(CCCCCCCCCCCCCCC)(=O)C1=NC(=C2NC=NC2=N1)N=O